FC1(CCC(CC1)[C@H](NC(=O)C1=CC=NN1CC)C=1OC2=C(N1)C=C(C=C2)C[C@@H]2C(N[C@@H](C2)C(F)(F)F)=O)F N-((S)-(4,4-difluorocyclohexyl)(5-(((3S,5S)-2-oxo-5-(trifluoromethyl)pyrrolidin-3-yl)methyl)benzo[d]oxazol-2-yl)methyl)-1-ethyl-1H-pyrazole-5-carboxamide